ClC1=C(C=CC(=C1)OC)N(CCC(=O)O)CCC(=O)O 3,3'-((2-chloro-4-methoxyphenyl)azanediyl)dipropionic acid